(S)-6-allyl-3-amino-7-fluoro-1-methyl-3,4,5,6-tetrahydrobenzo[b][1,4]diazocin-2(1H)-one C(C=C)N1C2=C(N(C([C@H](CC1)N)=O)C)C=CC=C2F